COC(=O)C1=C=C=CC1C=1C=NC(=C(C1)C(F)(F)F)OC 5-(6-methoxy-5-(trifluoromethyl)pyridin-3-yl)cyclopentadiene-1-ene-1-carboxylic acid methyl ester